CC1C(CCC2C1O2)COC(=O)C2C(C1C(CC2)O1)C 4-epoxy-3-methylcyclohexanecarboxylic acid 3,4-epoxy-2-methylcyclohexyl-methyl ester